Chloropyridine-3-carbonyl chloride ClC1=NC=CC=C1C(=O)Cl